C1(CC1)C(=O)NC=1C=NC=2N(C1)N=CC2C(=O)NC2=C(C(=CC=C2)C2=NN(C=N2)C)OC 6-(Cyclopropanecarboxamido)-N-(2-methoxy-3-(1-methyl-1H-1,2,4-triazol-3-yl)phenyl)pyrazolo[1,5-a]pyrimidine-3-carboxamide